2-amino-1-(4-hydroxypiperidin-1-yl)ethanone NCC(=O)N1CCC(CC1)O